ClC=1C(=NC=C(C1)C(F)(F)F)\C(=N/NC1=NC(=CC=C1)Cl)\C1=CC=C(C=C1)Cl 3-Chloro-2-{(Z)-(4-chlorophenyl)[(6-chloro-2-pyridinyl)hydrazono]methyl}-5-(trifluoromethyl)pyridine